2-dimethylamino-2-butanol CN(C(C)(CC)O)C